3-chloro-1-(1-(tetrahydro-2H-pyran-4-yl)piperidin-4-yl)-1H-pyrazol-4-amine ClC1=NN(C=C1N)C1CCN(CC1)C1CCOCC1